COC(=O)C1=CC=C(C=2C=COC21)C=2CCN(CC2)C(=O)OC(C)(C)C tert-butyl 4-[7-(methoxy carbonyl)-1-benzofuran-4-yl]-3,6-dihydro-2H-pyridine-1-carboxylate